(E)-6-fluoro-2-(2-methoxyvinyl)-1,8-dimethylquinolin-4(1H)-one FC=1C=C2C(C=C(N(C2=C(C1)C)C)\C=C\OC)=O